trimethylolformamide C(O)C(=O)N(CO)CO